ClC1=C(OC=2N=NC(=CC2C(=O)NC2=CC(=CC=C2)S(=O)(=NC)C)C(F)(F)F)C=CC(=C1)Cl 3-(2,4-dichlorophenoxy)-N-(3-(N,S-dimethylsulfonimidoyl)phenyl)-6-(trifluoromethyl)pyridazine-4-carboxamide